dimethylammonium, lithium salt [Li+].C[NH2+]C